COC(C1=C(C=C(C=C1F)NC1=NN(C=C1C(N)=O)[C@@H]1COCC[C@H]1C#N)Br)=O.C(CCCCCCCCCC\C=C/CCCC)C1=C(C(=C(C=C1)C(C)=O)O)O (Z)-1-(4-(heptadec-12-enyl)-2,3-dihydroxyphenyl)ethane-1-one methyl-2-bromo-4-[[4-carbamoyl-1-[trans-4-cyanotetrahydro-2H-pyran-3-yl]pyrazol-3-yl]amino]-6-fluoro-benzoate